5-amino-3-methyl-6-(tetrahydro-2H-pyran-4-yl)-[2,3'-bipyridin]-6'-ol NC=1C=C(C(=NC1C1CCOCC1)C=1C=NC(=CC1)O)C